3'-azido-2',3'-dideoxyuridine-5'-triphosphate P(O)(=O)(OP(=O)(O)OP(=O)(O)O)OC[C@@H]1[C@H](C[C@@H](O1)N1C(=O)NC(=O)C=C1)N=[N+]=[N-]